S1C=C(C=C1)C#CCC1OC1 2-(3-(3-thienyl)-2-propynyl)oxirane